C(C)C1/C(/CNC1)=C/C=1C(=C(C(=CC1)O)N1CC(NS1(=O)=O)=O)F (Z)-5-(3-((4-ethylpyrrolidin-3-ylidene)methyl)-2-fluoro-6-hydroxyphenyl)-1,2,5-thiadiazolidin-3-one 1,1-dioxide